2-amino-3-phenylpropyl carbamate 4-nitro-benzoate salt [N+](=O)([O-])C1=CC=C(C(=O)O)C=C1.C(N)(OCC(CC1=CC=CC=C1)N)=O